(E)-ethyl-4-(3-chloro-5-methoxy-4-(3-o-tolylacryloyloxy)phenyl)-6-methyl-2-oxo-1,2,3,4-tetrahydropyrimidine-5-carboxylate C(C)OC(=O)C=1C(NC(NC1C)=O)C1=CC(=C(C(=C1)OC)OC(\C=C\C1=C(C=CC=C1)C)=O)Cl